FC(OC1=C(C(=O)N(C)C2COC3=C2C=CC=C3)C=C(C=N1)F)F 2-(difluoromethoxy)-N-(2,3-dihydrobenzofuran-3-yl)-5-fluoro-N-methylnicotinamide